5-(diaminomethylideneamino)-1-oxopentan NC(N)=NCCCCC=O